2-((S)-1-(4-fluorophenyl)-1,2,3,4-tetrahydroisoQuinoline-2-carbonyl)-1,4-oxaazepane-4-carboxylic acid tert-butyl ester C(C)(C)(C)OC(=O)N1CC(OCCC1)C(=O)N1[C@H](C2=CC=CC=C2CC1)C1=CC=C(C=C1)F